NCC=1C=2C=C3C(=NC2C=CC1O)C1=CC2=C(C(N1C3)=O)COC([C@]2(O)CC)=O (S)-10-(aminomethyl)-4-ethyl-4,9-dihydroxy-1,12-dihydro-14H-pyrano[3',4':6,7]indolizino[1,2-b]quinoline-3,14(4H)-dione